ClC1=C(C=CC(=C1)OC)C1=CN=C(N1C)C(=O)NC1=CC(=C(C(=O)O)C=C1)CC 4-(5-(2-chloro-4-methoxyphenyl)-1-methyl-1H-imidazole-2-carboxamido)-2-ethylbenzoic acid